1-(3,3-difluoro-4-hydroxy-1-azaspiro[4.4]nonen-1-yl)-4,4,4-trifluorobutan-1-one FC1(CN(C2(C1O)C=CCC2)C(CCC(F)(F)F)=O)F